(R)-N-(2-(4-cyanothiazolidin-3-yl)-2-oxoethyl)-6-(4-ethoxytetrahydro-2H-pyran-4-yl)-quinoline-4-carboxamide C(#N)[C@H]1N(CSC1)C(CNC(=O)C1=CC=NC2=CC=C(C=C12)C1(CCOCC1)OCC)=O